Tetrahydropyridin-6-ol N1CCCC=C1O